[Si](C)(C)(C(C)(C)C)O[C@H]1[C@@H]([C@@H](O[C@]1(CO)CO[Si](C)(C)C(C)(C)C)N1C(NC(C(=C1)F)=O)=O)F 1-((2R,3S,4R,5R)-4-((tert-butyldimethylsilyl)oxy)-5-(((tert-butyldimethylsilyl)oxy)methyl)-3-fluoro-5-(hydroxymethyl)tetrahydrofuran-2-yl)-5-fluoropyrimidine-2,4(1H,3H)-dione